C(CCC)OC(CC1CCNCC1)OCCCC 4-(2,2-dibutoxyethyl)piperidine